COC=1C=C(C=CC1OC)[C@@H](C1CCN(CC1)C(=O)N1C[C@@H]2[C@@H](OCC(N2)=O)CC1)C1=CC=C(C=C1)F |o1:10| (4aR,8aS)-6-(4-((S or R)-(3,4-Dimethoxyphenyl)(4-fluorophenyl)methyl)piperidine-1-carbonyl)hexahydro-2H-pyrido[4,3-b][1,4]oxazin-3(4H)-one